tert-butyl ((1R,5S,6r)-3-oxobicyclo[3.1.0]hexan-6-yl)carbamate O=C1C[C@H]2C([C@H]2C1)NC(OC(C)(C)C)=O